5-bromo-1-((5-(5-(difluoromethyl)-1,3,4-oxadiazol-2-yl)pyridin-2-yl)methyl)-6-fluoro-3-(2-morpholinoethyl)-1,3-dihydro-2H-benzo[d]imidazol-2-one BrC1=CC2=C(N(C(N2CCN2CCOCC2)=O)CC2=NC=C(C=C2)C=2OC(=NN2)C(F)F)C=C1F